1-cyclopentyl-7-((2-methoxy-4-(4-methylpiperazin-1-yl)phenyl)amino)-3,4-dihydropyrimido[4,5-d]pyrimidin-2(1H)-one C1(CCCC1)N1C(NCC=2C1=NC(=NC2)NC2=C(C=C(C=C2)N2CCN(CC2)C)OC)=O